C(C1=CC=CC=C1)N1C(OC2=C1C=CC=C2)=O N-benzyl-benzoxazolone